methyl (2R,3S)-3-((tert-butyldiphenylsilyl)oxy)-1-phenylpyrrolidine-2-carboxylate [Si](C1=CC=CC=C1)(C1=CC=CC=C1)(C(C)(C)C)O[C@@H]1[C@@H](N(CC1)C1=CC=CC=C1)C(=O)OC